N[C@H]1CS(C2=C(N(C1=O)CC1=CC=C(C=C1)Cl)C=C(C(=C2)F)C=2OC(=NN2)NC2(CCCCC2)C#C)(=O)=O (3R)-3-amino-5-[(4-chlorophenyl)methyl]-7-[5-[(1-ethynylcyclohexyl)amino]-1,3,4-oxadiazol-2-yl]-8-fluoro-1,1-dioxo-2,3-dihydro-1λ6,5-benzothiazepin-4-one